CC1=C(CC2=CC(=C(C=C2)O)C[2H])C(=CC(=C1)[N+](=O)[O-])C 4-(2,6-Dimethyl-4-nitrobenzyl)-2-(deuteromethyl)phenol